CC1=C(C=NC=2OCCNC21)NC2=C(C(NC=C2)=O)C(=O)NC2=CC=C(C=C2)C2CN(C(C2)=O)C 4-((8-methyl-2,3-dihydro-1H-pyrido[2,3-b][1,4]oxazin-7-yl)amino)-N-(4-(1-methyl-5-oxopyrrolidin-3-yl)phenyl)-2-oxo-1,2-dihydropyridine-3-carboxamide